N[C@@H](CO)CC=1C=C2C(=NC(=NN2C1Br)Cl)NCC=1SC=CC1 (R)-2-amino-3-(7-bromo-2-chloro-4-((thiophen-2-ylmethyl)amino)pyrrolo[2,1-f][1,2,4]triazin-6-yl)propan-1-ol